C(C)(C)(C)OC(=O)N(C1=NC=CC(=C1)C=1OC=C(N1)C(=O)NC=1C(=NN(C1)C1=CC=C(C=C1)C=O)C(=O)OC)CC(F)(F)F Methyl 4-[[2-[2-[tert-butoxycarbonyl(2,2,2-trifluoroethyl)amino]-4-pyridyl]oxazole-4-carbonyl]amino]-1-(4-formylphenyl)pyrazole-3-carboxylate